2-(4,4-difluorocyclohexyl)-6-methyl-4-oxo-4H-chromene FC1(CCC(CC1)C=1OC2=CC=C(C=C2C(C1)=O)C)F